N1(CCC1)C=1C=C2C(=CN1)O[C@]1(CN[C@H](C1)C)C2 (2R,5'S)-5-(azetidin-1-yl)-5'-methyl-3H-spiro[furo[2,3-c]pyridine-2,3'-pyrrolidine]